C(C)(C)N(C(C)C)[SiH2]N([SiH3])[SiH3] (Di-isopropylaminosilyl)bis(silyl)amine